NC1C(CC2=CC=C(C=C12)C)C 1-amino-2,6-dimethylindane